C1(=CC=CC=C1)P(ON(C1=CC=CC=C1)C1=CC=CC=C1)([O-])=O diphenylamino phenylphosphonate